ClC1=C(C=CC(=C1)NC=1C=2N(C=CN1)C(=CN2)C=2C(=NNC2)C(F)(F)F)C(=O)N2CCN(CC2)C(=O)[C@@H]2CNCC2 [2-chloro-4-[[3-[3-(trifluoromethyl)-1H-pyrazol-4-yl]imidazo[1,2-a]pyrazin-8-yl]amino]phenyl]-[4-[(3S)-pyrrolidine-3-carbonyl]piperazin-1-yl]methanone